ClC=1C=C2C=C(C3(C2=CC1)CCC(CC3)(C(=O)O)NC3=CC(=CC=C3)Cl)C[C@H](COC3=CC=NC=1CCC[C@H](C31)C)C (1r,4R)-5'-chloro-4-(3-chloroanilino)-2'-[(2R)-2-methyl-3-{[(5R)-5-methyl-5,6,7,8-tetrahydroquinolin-4-yl]oxy}propyl]spiro[cyclohexane-1,1'-indene]-4-carboxylic acid